1-(2-hydroxyethyl)-N-(6-(5-methyl-1,3,4-thiadiazol-2-yl)isoquinolin-3-yl)piperidine-4-carboxamide OCCN1CCC(CC1)C(=O)NC=1N=CC2=CC=C(C=C2C1)C=1SC(=NN1)C